1-(oxetan-3-yl)pyridin-2(1H)-one O1CC(C1)N1C(C=CC=C1)=O